C(=O)O.C(C)OC1=NC=2N(C=C1C(=O)NC1=NC=C(C=C1)N1CCNCC1)C=C(N2)C 7-ethoxy-2-methyl-N-(5-(piperazin-1-yl)pyridin-2-yl)imidazo[1,2-a]pyrimidine-6-carboxamide formate